FC(C(=O)N(C1=NC=C(C=C1)C)C1=C(C=C(C(=C1)C)I)C)=C 2-fluoro-N-(4-iodo-2,5-dimethylphenyl)-N-(5-methylpyridin-2-yl)acrylamide